5-(2,8-dimethylimidazo[1,2-b]pyridazin-6-yl)-2-{3-[(3R,5S)-3,4,5-trimethylpiperazin-1-yl]-1,2,4-triazin-6-yl}phenol CC=1N=C2N(N=C(C=C2C)C=2C=CC(=C(C2)O)C2=CN=C(N=N2)N2C[C@H](N([C@H](C2)C)C)C)C1